FC(C(=O)O)(F)F.N1CCC(=CC1)C1=CC=2N(C=C1)C(=CN2)N2C(NC(CC2)=O)=O 1-[7-(1,2,3,6-tetrahydropyridin-4-yl)imidazo[1,2-a]pyridin-3-yl]hexahydropyrimidine-2,4-dione trifluoroacetate